1,2,4,6-tetramethylpyridine CN1C(C=C(C=C1C)C)C